Methyl 2-(2-acetoxy-2-methylpropionamido)-6-methylisonicotinate C(C)(=O)OC(C(=O)NC=1C=C(C(=O)OC)C=C(N1)C)(C)C